6-bromo-N-[5-(2-cyanoethyl)-4,6-dimethoxy-pyrimidin-2-yl]-1H-indole-3-sulfonamide BrC1=CC=C2C(=CNC2=C1)S(=O)(=O)NC1=NC(=C(C(=N1)OC)CCC#N)OC